tert-butyl {4-[(5-nitropyridin-2-yl)oxy]phenyl}carbamate [N+](=O)([O-])C=1C=CC(=NC1)OC1=CC=C(C=C1)NC(OC(C)(C)C)=O